ethyl 2-(4-chloro-2-fluorophenyl)-6-(2-(1-cyclopropyl-1H-pyrazol-4-yl) morpholino)-3-formylisonicotinate ClC1=CC(=C(C=C1)C=1C(=C(C(=O)OCC)C=C(N1)N1CC(OCC1)C=1C=NN(C1)C1CC1)C=O)F